dioxygen sulfomorpholine S(=O)(=O)(O)N1CCOCC1.[O].[O]